OCC1=CC=C(C=C1)CC(=O)N 4-hydroxymethylbenzeneacetamide